dimethyl sulfoxid CS(=O)C